BrC=1C=C2C=CC(=C(C2=CC1)C1=C(C=CC2=CC(=CC=C12)Br)OCC)OCC (R)-6,6'-dibromo-2,2'-diethoxy-1,1'-binaphthyl